BrCC1=C(C(=O)OC)C=C(C=C1C(F)(F)F)CN1CC(C1)F methyl 2-(bromomethyl)-5-[(3-fluoroazetidin-1-yl)-methyl]-3-(trifluoromethyl)benzoate